C(C)SC1=NC(=CC(=C1C(=O)NCC1=C(C=CC=C1)C1=CC=C(C=C1)F)C)N1CCOCC1 2-Ethylsulfanyl-N-[[2-(4-fluorophenyl)-phenyl]methyl]-4-methyl-6-morpholin-4-yl-pyridine-3-carboxylic acid amide